6-chloro-2-((1s,2r)-2-(6-fluoro-2,3-dimethylphenyl)-1-(2H-tetrazol-5-yl)propyl)-3,4-dihydro-2H-benzo[e][1,2]thiazine 1,1-dioxide ClC=1C=CC2=C(CCN(S2(=O)=O)[C@@H]([C@H](C)C2=C(C(=CC=C2F)C)C)C=2N=NNN2)C1